11-ketopalmitic acid O=C(CCCCCCCCCC(=O)O)CCCCC